C1(CC1)C1=CC(=NN1)NC (5-cyclopropyl-1H-pyrazol-3-yl)(methyl)amine